CC1C2(CC2C(=O)O)CCN(C1)S(N)(=O)=O E-4-methyl-6-sulfamoyl-6-azaspiro[2.5]octane-1-carboxylic acid